N-(1-butyl-1H-pyrazol-4-yl)-5-(3,4-dimethoxyphenyl)-2-methyl-1,1-dioxo-2H-1λ6,2,6-thiadiazine-3-carboxamide C(CCC)N1N=CC(=C1)NC(=O)C=1N(S(N=C(C1)C1=CC(=C(C=C1)OC)OC)(=O)=O)C